2,3-O-(3-PENTYLIDENE)-D-GLYCERALDEHYDE CCC1(OC[C@@H](O1)C=O)CC